(3R,5R)-1-ethyl-5-({8-fluoro-1-[2-hydroxy-4-(trifluoromethoxy)phenyl]pyrrolo[1,2-d][1,2,4]triazin-4-yl}amino)piperidin-3-ol C(C)N1C[C@@H](C[C@H](C1)NC1=NN=C(C=2N1C=CC2F)C2=C(C=C(C=C2)OC(F)(F)F)O)O